C(C)(C)(C)C=1C=CC(=C(C1)C(=C)C1=CC=C(C(=O)O)C=C1)OCC 4-[1-(5-tert-butyl-2-ethoxyphenyl)ethenyl]benzoic Acid